COC1=CC=C(C=C1)C1=C(NC2=NC=C3C(=C21)NC(N3C)=O)C3=CC=C(C=C3)CN3CCC(CC3)S(=O)(=O)C 8-(4-Methoxyphenyl)-3-methyl-7-(4-((4-(methylsulfonyl)piperidin-1-yl)methyl)phenyl)-3,6-dihydroimidazo[4,5-d]pyrrolo[2,3-b]pyridin-2(1H)-on